7-phenyldibenzo[c,e]oxepin-5(7H)-one C1(=CC=CC=C1)C1C2=C(C3=C(C(O1)=O)C=CC=C3)C=CC=C2